NCCCC1=C(C(=O)N[C@H](C)C2=CC(=C(C=C2)OC)OC)C=C(C=C1)N1CCN(CC1)CC 2-(3-Aminopropyl)-N-[(1R)-1-(3,4-dimethoxyphenyl)ethyl]-5-(4-ethylpiperazin-1-yl)benzamide